CN1N=CC2=C1N=C(N(C2=O)C2=CC=CC=C2)SCC(C2=CC=CC=C2)=O 1-methyl-6-((2-oxo-2-phenylethyl)thio)-5-phenyl-1H-pyrazolo[3,4-d]pyrimidin-4(5H)-one